NC1C(CCC1(C)C)C1=C(C(=NC(=C1)I)Cl)O (2-amino-3,3-dimethylcyclopentyl)-2-chloro-6-iodopyridin-3-ol